8-bromo-1H-quinoxaline BrC=1C=CC=C2N=CCNC12